2-(2-chlorophenyl)-N-[4-(3H-imidazo[4,5-c]pyridin-3-yl)-3-sulfamoylphenyl]acetamide ClC1=C(C=CC=C1)CC(=O)NC1=CC(=C(C=C1)N1C=NC2=C1C=NC=C2)S(N)(=O)=O